[N+](=O)([O-])C1=NN2C(N=C(N=C2N)N)=C1[N+](=O)[O-] 7,8-dinitropyrazolo[1,5-a][1,3,5]triazine-2,4-diamine